(±)-1-(spiro[3.3]heptan-2-yl)-3-(1-(3-(trifluoromethyl)phenyl)prop-2-yn-1-yl)urea C1C(CC12CCC2)NC(=O)N[C@H](C#C)C2=CC(=CC=C2)C(F)(F)F |r|